2-chloro-1,3,2-dioxaphosphinane 2-oxide ClP1(OCCCO1)=O